N1(CCC1)C=1N(C(C2=C(N1)N(C=C2C=2C=C(C(=C(C(=O)N)C2)O)Cl)CC(=O)NC2=CC(=NC=C2Cl)N2[C@H](COCC2)C)=O)C (S)-5-(2-(azetidin-1-yl)-7-(2-((5-chloro-2-(3-methylmorpholino)pyridin-4-yl)amino)-2-oxoethyl)-3-methyl-4-oxo-4,7-dihydro-3H-pyrrolo[2,3-d]pyrimidin-5-yl)-3-chloro-2-hydroxybenzamide